3-(4,4,5,5-tetramethyl-1,3,2-dioxaborolan-2-yl)-2,5-dihydro-1H-pyrrole-1-carboxylic acid tert-butyl ester C(C)(C)(C)OC(=O)N1CC(=CC1)B1OC(C(O1)(C)C)(C)C